OC=1C(OC(=CC1O)\C=C\C1=C(C=C(C=C1)O)O)=O (E)-3,4-dihydroxy-6-(2,4-dihydroxy-styryl)-2H-pyran-2-one